4-(4-propoxyphenyl)-2-[4,7,10-tris(2-t-butoxy-2-oxoethyl)-1,4,7,10-tetraazacyclododec-1-yl]butanoic acid methyl ester COC(C(CCC1=CC=C(C=C1)OCCC)N1CCN(CCN(CCN(CC1)CC(OC(C)(C)C)=O)CC(OC(C)(C)C)=O)CC(=O)OC(C)(C)C)=O